6-(4-chlorophenyl)-2-(1,3-dithian-2-yl)-3,4-diphenyl-4H-pyran ClC1=CC=C(C=C1)C1=CC(C(=C(O1)C1SCCCS1)C1=CC=CC=C1)C1=CC=CC=C1